ClC1=NC(=NC(=C1C)C)N(C)C 4-chloro-N,N,5,6-tetramethylpyrimidin-2-amine